(S)-1-(3-(4-((2,3-dihydrobenzo[b][1,4]dioxin-2-yl)methyl)piperazin-1-yl)-1,5-dimethyl-1H-pyrazol-4-yl)azetidin-2-one O1C2=C(OC[C@@H]1CN1CCN(CC1)C1=NN(C(=C1N1C(CC1)=O)C)C)C=CC=C2